ClS(=O)(=O)C1=CN(C=2CC(CCC12)C(=O)OC)S(=O)(=O)C1=CC=C(C)C=C1 methyl 3-(chlorosulfonyl)-1-tosyl-4,5,6,7-tetrahydro-1H-indole-6-carboxylate